4-[4-Chloro-2-(5-fluoro-2-pyridyl)-1H-imidazol-5-yl]-4-methylpiperidine-1-sulfonamide ClC=1N=C(NC1C1(CCN(CC1)S(=O)(=O)N)C)C1=NC=C(C=C1)F